[N+](=O)([O-])C=1C(=CC2=CN(N=C2C1)CCNC(OC(C)(C)C)=O)C tert-butyl N-[2-(6-nitro-5-methyl-indazol-2-yl)ethyl]carbamate